FC(S(=O)(=O)OC1=C[C@H](N(C1)C(=O)[O-])C(=O)OC)(F)F 2-methyl (S)-4-(((trifluoromethyl)sulfonyl)oxy)-2,5-dihydro-1H-pyrrole-1,2-dicarboxylate